C(CCCCCCC\C=C/CCCCCCCC)(=O)CCC oleoylpropane